C=C1CCC(CC1)C(=O)OCC ethyl 4-methylenecyclohexane-1-carboxylate